O=C1NC(CCC1C1NC(C2=CC(=CC=C12)C(=O)O)=O)=O (2,6-dioxopiperidin-3-yl)-3-oxoisoindoline-5-carboxylic acid